7-ethylpyrrolo[2,1-f][1,2,4]triazine-6-carbonitrile C(C)C1=C(C=C2C=NC=NN21)C#N